CS(=O)(=N)C=1C=CC2=C(C=C(S2)C(=O)Cl)C1 5-(methylsulfonimidoyl)benzothiophene-2-carbonyl chloride